ethyl 2-[methyl[2-(1,7-naphthyridin-6-yl)-5H,6H,7H-cyclopenta[d]pyrimidin-4-yl]amino]acetate CN(CC(=O)OCC)C=1C2=C(N=C(N1)C=1C=C3C=CC=NC3=CN1)CCC2